O1CCC(CC1)NC(=O)C1=CC2=C(N3C=4C=CC=CC4N=C13)N=C(C=C2)N2CCN(CCC2)C 2-(4-methyl-[1,4]diazepan-1-yl)-1,7,11b-triazabenzo[c]fluorene-6-carboxylic Acid (tetrahydropyran-4-yl)-amide